C(C)N1N=NC2=C1C=CC(=C2C)[C@H](C(C(=O)OCC2=CC=CC=C2)C)C2=CC(=C(C=C2)C)CO (3R)-benzyl 3-(1-ethyl-4-methyl-1H-benzo[d][1,2,3]triazol-5-yl)-3-(3-(hydroxymethyl)-4-methylphenyl)-2-methylpropanoate